(S)-(5-Fluoropyridin-3-yl)(4-(4-(trifluoromethoxy)phenethyl)-7-aza-bicyclo[2.2.1]heptan-1-yl)methanol dihydrochloride Cl.Cl.FC=1C=C(C=NC1)[C@H](O)C12CCC(CC1)(N2)CCC2=CC=C(C=C2)OC(F)(F)F